6-(4-chloro-3-ethyl-3H-imidazo[4,5-c]pyridin-6-yl)-3,3-dimethyl-1-((1s,3s)-3-(piperidin-1-yl)cyclobutyl)indolin-2-one ClC1=NC(=CC2=C1N(C=N2)CC)C2=CC=C1C(C(N(C1=C2)C2CC(C2)N2CCCCC2)=O)(C)C